C(C(=C)C)(=O)OCCCCCCCCCCCCCCCCCCCCCCCCCCCCCC melissyl methacrylate